C[C@@H]1N(C2=CC=CC=C2[C@@H](C1)NC1CCC(CC1)NC(NCC(=O)O)=O)C(CC)=O 2-(3-((1R,4R)-4-((2S,4R)-2-methyl-1-propionyl-1,2,3,4-tetrahydroquinolin-4-ylamino)cyclohexyl)ureido)acetic acid